4-((2R,4s,6S)-2-cyano-7-((5-methoxy-7-methyl-1H-indol-4-yl)methyl)-7-azaspiro[3.5]nonan-6-yl)-N-(2-(2,2,2-trifluoroethyl)-2-azaspiro[3.3]heptan-6-yl)benzamide C(#N)C1CC2(C1)C[C@H](N(CC2)CC2=C1C=CNC1=C(C=C2OC)C)C2=CC=C(C(=O)NC1CC3(CN(C3)CC(F)(F)F)C1)C=C2